N-(1-(5-ethylpyrimidin-2-yl)piperidin-4-yl)-6-(4-(methylsulfonyl)phenyl)imidazo[2,1-b][1,3,4]thiadiazol-2-amine C(C)C=1C=NC(=NC1)N1CCC(CC1)NC1=NN2C(S1)=NC(=C2)C2=CC=C(C=C2)S(=O)(=O)C